FC=1C=CC(=C2CNC(NC12)=O)OC[C@]1([C@@H](CN(CC1)C1=C(C=C(C=C1)Br)F)O)O 8-fluoro-5-[[(3r,4r)-1-(4-bromo-2-fluorophenyl)-3,4-dihydroxypiperidin-4-yl]methoxy]-3,4-dihydro-1H-quinazolin-2-one